NC1=CC(=NN1)C1=NC=CN1 5-aminopyrazol-3-yl-3h-imidazole